10,11-bis(2,2,3,3,4,4,5,5,6,6,7,7,8,8,9,9,9-heptadecafluorononyl)icosane FC(CC(CCCCCCCCC)C(CCCCCCCCC)CC(C(C(C(C(C(C(C(F)(F)F)(F)F)(F)F)(F)F)(F)F)(F)F)(F)F)(F)F)(C(C(C(C(C(C(C(F)(F)F)(F)F)(F)F)(F)F)(F)F)(F)F)(F)F)F